7H-pteridin-6-one N1=CN=CC2=NC(CN=C12)=O